8-(2,2-difluorospiro[3.5]non-6-en-7-yl)-N-isopropylquinoline-3-carboxamide FC1(CC2(C1)CC=C(CC2)C=2C=CC=C1C=C(C=NC21)C(=O)NC(C)C)F